(R)-N-(3-methyl-4-(4-(4-methylpiperazin-1-yl)piperidin-1-yl)phenyl)-6-(3-phenylisoxazolidin-2-yl)pyrimidin-4-amine CC=1C=C(C=CC1N1CCC(CC1)N1CCN(CC1)C)NC1=NC=NC(=C1)N1OCC[C@@H]1C1=CC=CC=C1